tert-butyl 4-[[3-[4-[[4-[(8-cyclopentyl-7-ethyl-5-methyl-6-oxo-7H-pteridin-2-yl)amino]-3-methoxy-benzoyl]amino]-1-piperidyl]propyl-methyl-amino]methyl]piperidine-1-carboxylate C1(CCCC1)N1C(C(N(C=2C=NC(=NC12)NC1=C(C=C(C(=O)NC2CCN(CC2)CCCN(C)CC2CCN(CC2)C(=O)OC(C)(C)C)C=C1)OC)C)=O)CC